(1R,4aR,8aR)-2,5,5,8a-Tetramethyl-4,5,6,7,8,8a-hexahydro-1H-1,4a-methanonaphthalene CC=1[C@@H]2[C@]3(CCCC([C@@]3(CC1)C2)(C)C)C